CS(=O)(=O)CCOC=1C=C(C=C(C1)C(F)(F)F)N1C(N(C(C1)=O)C1=CC=C(C=C1)OC=1C=C2C(=NC1)NN=C2)=O 1-{3-[2-(methylsulfonyl)ethoxy]-5-(trifluoromethyl)phenyl}-3-[4-(1H-pyrazolo[3,4-b]pyridin-5-yloxy)phenyl]-2,4-imidazolidinedione